C(C)(C)(C)OC(N[C@H]1CNC(CC1)(C)C)=O (R)-(6,6-dimethylpiperidin-3-yl)carbamic acid tert-butyl ester